4-(5-Fluoro-2,3-dihydrobenzo[b][1,4]dioxin-6-yl)-5-(2-methylpyridin-4-yl)-1H-imidazol-2-amine FC1=C(C=CC=2OCCOC21)C=2N=C(NC2C2=CC(=NC=C2)C)N